methyl 2-((R)-1-((1s,4S)-4-(6-fluoroquinolin-4-yl)cyclohexyl)ethyl)-1H-benzo[d]imidazole-5-carboxylate FC=1C=C2C(=CC=NC2=CC1)C1CCC(CC1)[C@@H](C)C1=NC2=C(N1)C=CC(=C2)C(=O)OC